ClC=1C=CC2=C(C(C(=C(O2)C=2SC(=CC2)Cl)OCC2=CC=C(C(=O)NO)C=C2)=O)C1 4-(((6-chloro-2-(5-chlorothien-2-yl)-4-oxo-4H-benzopyran-3-yl)oxy)methyl)-N-hydroxybenzoamide